2-chloro-N,N-dimethyl-4-(3-(7-((R or S)-3,3,3-trifluoro-2-hydroxy-2-(3-methoxyphenyl)propanoyl)-7-azaspiro[3.5]nonan-1-yl)propoxy)benzamide ClC1=C(C(=O)N(C)C)C=CC(=C1)OCCCC1CCC12CCN(CC2)C([C@@](C(F)(F)F)(C2=CC(=CC=C2)OC)O)=O |o1:26|